CC1=C(NC2=CC=C(C=C12)CN)C1=C(C=CC=C1)C(F)(F)F (3-methyl-2-(2-(trifluoromethyl)phenyl)-1H-indol-5-yl)methylamine